5,5'-(2,2'-dichloro-[1,1'-biphenyl]-3,3'-diyl)bis(3-methoxypyrazine-2-carbaldehyde) ClC1=C(C=CC=C1C=1N=C(C(=NC1)C=O)OC)C1=C(C(=CC=C1)C=1N=C(C(=NC1)C=O)OC)Cl